N1(CCN(CC1)C(CN(CCCCCCCCC)CCCCCCCCC)=O)C(CN(CCCCCCCCC)CCCCCCCCC)=O (piperazine-1,4-diyl)bis(2-(dinonylamino)ethan-1-one)